C1(CC1)C(=O)NC1=CC(=C(N=N1)C(=O)N)NC1=C(C(=CC=C1)C1=NN(C(=C1)P(=O)(C1CC1)C1CC1)C([2H])([2H])[2H])OC 6-(cyclopropanecarboxamido)-4-((3-(5-(dicyclopropylphosphoryl)-1-(methyl-d3)-1H-pyrazol-3-yl)-2-methoxyphenyl)amino)pyridazine-3-carboxamide